1-fluoro-9-heptadecanol FCCCCCCCCC(CCCCCCCC)O